N-(1-METHYL-6-PROPYL-1H-INDAZOL-7-YL)-1-(2-(TRIFLUOROMETHYL)PYRIDIN-4-YL)-1H-PYRAZOLE-4-SULFONAMIDE CN1N=CC2=CC=C(C(=C12)NS(=O)(=O)C=1C=NN(C1)C1=CC(=NC=C1)C(F)(F)F)CCC